p-acetyl-benzaldehyde C(C)(=O)C1=CC=C(C=O)C=C1